(R,S)-6-[1-(2-Amino-1-phenylethyl)-1H-pyrazol-4-yl]-5-(p-chlorophenyl)-4-pyrimidinamine NC[C@@H](C1=CC=CC=C1)N1N=CC(=C1)C1=C(C(=NC=N1)N)C1=CC=C(C=C1)Cl